tert-butyl (R or S)-(2-(4-((4-(bis(2,4-dimethoxybenzyl)amino)-2-((1-hydroxyhexan-3-yl)oxy)imidazo[2,1-f][1,2,4]triazin-7-yl)methyl)-3,5-difluorophenoxy)ethyl)(methyl)carbamate COC1=C(CN(C2=NC(=NN3C2=NC=C3CC3=C(C=C(OCCN(C(OC(C)(C)C)=O)C)C=C3F)F)O[C@@H](CCO)CCC)CC3=C(C=C(C=C3)OC)OC)C=CC(=C1)OC |o1:37|